1-phenyltetrazole-5-thiol C1(=CC=CC=C1)N1N=NN=C1S